ClC=1C=CC(=C(C#N)C1)C=1N(N=CC1C=1C=C2C(=NNC(C2=CC1)=O)CN1C(C2=CC=CC=C2C1=O)=O)C 5-chloro-2-[4-[4-[(1,3-dioxoisoindolin-2-yl)methyl]-1-oxo-2H-phthalazin-6-yl]-2-methyl-pyrazol-3-yl]benzonitrile